1-[[8-(2-chlorophenyl)-7-(4-chlorophenyl)-3-[(1,1-dioxo-1λ6-thian-4-yl)methyl]-2,6-dioxopurin-1-yl]methyl]cyclopropane-1-carbonitrile ClC1=C(C=CC=C1)C1=NC=2N(C(N(C(C2N1C1=CC=C(C=C1)Cl)=O)CC1(CC1)C#N)=O)CC1CCS(CC1)(=O)=O